(S)-4-Ethyl-4-hydroxy-3,14-dioxo-10-(piperazin-1-ylmethyl)-3,4,12,14-tetrahydro-1H-pyrano[3',4':6,7]indolizino[1,2-b]quinolin-9-yl [1,4'-bipiperidine]-1'-carboxylate N1(CCCCC1)C1CCN(CC1)C(=O)OC1=C(C=2C=C3C(=NC2C=C1)C1=CC2=C(C(N1C3)=O)COC([C@]2(O)CC)=O)CN2CCNCC2